N1=CC(=C(C=C1)O)C=1C=NC=CC1 [3,3'-bipyridyl]-4-ol